C[Si](CCOCN1N=CC=2C1=NC=CC2)(C)C 1-[[2-(trimethylsilyl)ethoxy]methyl]pyrazolo[3,4-b]pyridine